5-methoxy-1-phenyl-1,2,4-triazole-3-carboxylic acid COC1=NC(=NN1C1=CC=CC=C1)C(=O)O